N1(C=NC=C1)CC1=CC(=C2CCN(C(C2=C1)=O)C1=CN=CC2=C(C=C(C=C12)OC)OC)C=1C(=NN(C1)C)C(F)(F)F 7-((1H-imidazol-1-yl)methyl)-6',8'-dimethoxy-5-(1-methyl-3-(trifluoromethyl)-1H-pyrazol-4-yl)-3,4-dihydro-1H-[2,4'-biisoquinolin]-1-one